(R)-3-hydroxy-4-(4-methyl-8-(piperidin-3-yl)-5,6,7,8-tetrahydropyrido[2,3-c]pyridazin-3-yl)benzonitrile OC=1C=C(C#N)C=CC1C1=C(C2=C(N=N1)N(CCC2)[C@H]2CNCCC2)C